1-(10H-phenothiazin-2-yl)ethanone C1=C(C=CC=2SC3=CC=CC=C3NC12)C(C)=O